C1(=CC=CC2=CC=CC=C12)S(=O)(=O)N[N-]CCCC Naphthalene-1-Sulfonylamino-Butyl-Amide